(2-fluorophenyl)-oxirane FC1=C(C=CC=C1)C1OC1